CNC(CCC(=O)NC1CCC(CC1)N1C(C=C(C2=C1N=C(N=C2)S(=O)(=O)C)C#C[Si](C(C)C)(C(C)C)C(C)C)=O)=O N-methyl-N'-[(1s,4s)-4-{2-methanesulfonyl-7-oxo-5-[2-(triisopropylsilyl)ethynyl]pyrido[2,3-d]pyrimidin-8-yl}cyclohexyl]succinamide